ClC=1C=C2CCN(CC2=C(C1)[C@H]1N(CCC1)C(=O)OC(C)(C)C)C(=O)N1C[C@@H](CC1)OC tert-butyl (S)-2-(6-chloro-2-((R)-3-methoxypyrrolidine-1-carbonyl)-1,2,3,4-tetrahydroisoquinolin-8-yl)pyrrolidine-1-carboxylate